5-[[3-carbamoyl-4-[(2-guanidinoacetyl)amino]phenyl]sulfonyl-amino]thiazole-4-carboxylic acid C(N)(=O)C=1C=C(C=CC1NC(CNC(=N)N)=O)S(=O)(=O)NC1=C(N=CS1)C(=O)O